Diisostearyl malate (DIISOSTEARYL MALATE) C(CCCCCCCCCCCCCCC(C)C)C(C(C(=O)O)O)(C(=O)O)CCCCCCCCCCCCCCCC(C)C.C(C(O)CC(=O)OCCCCCCCCCCCCCCCC(C)C)(=O)OCCCCCCCCCCCCCCCC(C)C